[Br-].[Br-].CC1=C(C(=C(C1(C)[Zr+2]C1C(=CC2=CC=CC=C12)C1=CC=CC=C1)C)C)C (pentamethylcyclopentadienyl)(2-phenylindenyl)zirconium dibromide